CS(=O)(=O)NC1=CC=C(C=C1)OB(O)O (4-(methylsulfonylamino)phenyl)boric acid